3,3'-dinitrodiphenyl ether C1=CC(=CC(=C1)OC2=CC=CC(=C2)[N+](=O)[O-])[N+](=O)[O-]